tert-butyl 5-bromo-3-(1-cyanoethyl)-1H-pyrrolo[2,3-b]pyridine-1-carboxylate BrC=1C=C2C(=NC1)N(C=C2C(C)C#N)C(=O)OC(C)(C)C